FC(C1=CC=NC=N1)F 6-difluoromethylpyrimidine